(2R,3R)-2-(2,4-difluorophenyl)-1-(1H-1,2,4-triazol-1-yl)-2,3-butandiol methanesulfonate CS(=O)(=O)O.FC1=C(C=CC(=C1)F)[C@@](CN1N=CN=C1)([C@@H](C)O)O